[5-bromo-6-(1-methyl-2-propoxyethoxy)-2-methylpyridin-3-yl]-N-ethyl-N-methylformamidine BrC=1C=C(C(=NC1OC(COCCC)C)C)C(=N)N(C)CC